squalane-d tert-butyl-(1R,5S,6r)-6-[methyl-(tert-butyl)carbamoyl]-3-azabicyclo[3.1.0]hexane-3-carboxylate C(C)(C)(C)OC(=O)N1C[C@H]2C([C@H]2C1)C(N(C(C)(C)C)C)=O.C(C(C)CCCC(C)CCCC(C)CCCCC(C)CCCC(C)CCCC(C)C)[2H]